N1=CNN2C=NC=3C(=C21)C=CN3 pyrrolo[3,2-e][1,2,4]triazolo[1,5-c]pyrimidine